3-isopropyl-5-(4-(6-(4-(methylsulfonyl)phenyl)imidazo[2,1-b][1,3,4]thiadiazol-2-yl)piperidin-1-yl)-1,2,4-oxadiazole C(C)(C)C1=NOC(=N1)N1CCC(CC1)C1=NN2C(S1)=NC(=C2)C2=CC=C(C=C2)S(=O)(=O)C